C1NCCC=2NC=3C=CC(=CC3C21)C#N 1,3,4,5-tetrahydropyrido[4,3-b]indole-8-carbonitrile